((4-(1-amino-6-(1-isobutyrylpiperidin-4-yl)pyrrolo[1,2-a]pyrazin-8-yl)phenyl)amino)-2-(pyridin-2-yl)-2,7-naphthyridin-1(2H)-one NC=1C=2N(C=CN1)C(=CC2C2=CC=C(C=C2)NC=2N(C(C1=CN=CC=C1C2)=O)C2=NC=CC=C2)C2CCN(CC2)C(C(C)C)=O